C(C)C1=C(NC(COC)C)C(=CC=C1)C 2-ethyl-N-(2-methoxy-1-methyl-ethyl)-6-methyl-aniline